[6-[3-cyclopropyl-1H-1,2,4-triazol-5-yl]-2-azaspiro[3.3]heptan-2-yl]-[6-[[1-(2,2,2-trifluoroethyl)pyrazol-3-yl]methyl]-2,6-diazaspiro[3.3]heptan-2-yl]methanone C1(CC1)C1=NNC(=N1)C1CC2(CN(C2)C(=O)N2CC3(C2)CN(C3)CC3=NN(C=C3)CC(F)(F)F)C1